(E)-N-((5-(3-(dimethylamino)acryloyl)-6-(thiazol-4-ylmethoxy)-1-tosyl-1H-indol-2-yl)methyl)-1-methylcyclopropane-1-carboxamide CN(/C=C/C(=O)C=1C=C2C=C(N(C2=CC1OCC=1N=CSC1)S(=O)(=O)C1=CC=C(C)C=C1)CNC(=O)C1(CC1)C)C